COC(/C(=C/OC)/OC1=C(C=CC(=C1)N1N=C(C=C1)CCC)C)=O.FC=1C=C(OC2=CC=C(C=C2)C=2OC3=CC=C(C=C3C(C2)=O)OC)C=CC1F 2-(4-(3,4-difluorophenoxy)phenyl)-6-methoxy-4H-chromen-4-one methyl-(Z)-3-methoxy-2-[2-methyl-5-(3-propylpyrazol-1-yl)phenoxy]prop-2-enoate